4,5-difluoro-2-(methoxy-d3)phenol FC1=CC(=C(C=C1F)O)OC([2H])([2H])[2H]